N-[(3R,4R)-4-[4-(2-fluoro-6-hydroxybenzoyl)benzamido]pyrrolidin-3-yl]pyridine-4-carboxamide FC1=C(C(=O)C2=CC=C(C(=O)N[C@H]3[C@@H](CNC3)NC(=O)C3=CC=NC=C3)C=C2)C(=CC=C1)O